FC(OC[C@@H](C1=CC(=CC=C1)OC(F)(F)F)NC(CC(C1(CC1)C(F)(F)F)O)=O)F N-((R)-2-(difluoromethoxy)-1-(3-(trifluoromethoxy)phenyl)ethyl)-3-hydroxy-3-(1-(trifluoro-methyl)cyclopropyl)propanamide